FC1(CN(CCC1)C=O)F (3,3-difluoropiperidin-1-yl)methanone